O=CC[C@@](C(=O)[O-])(CC(=O)[O-])O.[Na+].[Na+] sodium (2S)-2-(2-oxoethyl)-2-hydroxy-butanedioate